3,3',5-triiodo-l-thyronine IC=1C=C(C[C@H](N)C(=O)O)C=C(C1OC1=CC(=C(C=C1)O)I)I